NC1=C(C=C(C=C1)I)NCCCO 3-((2-amino-5-iodophenyl)amino)propan-1-ol